4-((S)-3-(5-cyanopyridin-3-yl)isoxazolidine-2-carbonyl)-3-fluoropiperidine-1-carboxylate C(#N)C=1C=C(C=NC1)[C@H]1N(OCC1)C(=O)C1C(CN(CC1)C(=O)[O-])F